methyl 2-((2-(6-((4-cyano-2-fluorobenzyl) oxy) pyridin-2-yl)-2-azabicyclo[4.1.0]hept-5-yl) methyl)-1-(thiazol-5-ylmethyl)-1H-benzo[d]imidazole-6-carboxylate C(#N)C1=CC(=C(COC2=CC=CC(=N2)N2C3CC3C(CC2)CC2=NC3=C(N2CC2=CN=CS2)C=C(C=C3)C(=O)OC)C=C1)F